CC(=C)C(C(C(=C)C)O)O 2,5-dimethyl-1,5-hexadiene-3,4-diol